CCSC[C@H](N)C(=O)O S-(2-ethyl)-Cysteine